C(C)(=O)O[C@@H]1[C@H](O[C@H]([C@@H]([C@H]1OC(C)=O)OC(C)=O)C1=CC(=C(C2=C1CCO2)Cl)CC2=CC=C(C=C2)C2CC2)COC(C)=O (2R,3R,4R,5S,6S)-2-(acetoxymethyl)-6-(7-chloro-6-(4-cyclopropylbenzyl)-2,3-dihydrobenzofuran-4-yl)tetrahydro-2H-pyran-3,4,5-triyl triacetate